(R)-[4-chloro-2-(hydroxymethyl)phenyl]-[(6R)-4-(4-chloropyrrolo[2,3-d]pyrimidin-7-yl)-2,2-dimethyl-3a,4,6,6a-tetrahydrofuro[3,4-d][1,3]dioxol-6-yl]methanol ClC1=CC(=C(C=C1)[C@@H](O)[C@H]1OC(C2C1OC(O2)(C)C)N2C=CC1=C2N=CN=C1Cl)CO